N-[(4S)-chroman-4-yl]-8-(2,3-dichlorophenyl)-4-(dimethylamino)-1,7-naphthyridine-3-carboxamide O1CC[C@@H](C2=CC=CC=C12)NC(=O)C=1C=NC2=C(N=CC=C2C1N(C)C)C1=C(C(=CC=C1)Cl)Cl